CN(CCN(C)CCC1C2C(C(C3=CC4=C(OCO4)C=C13)C1=CC(=C(C(=C1)OC)O)OC)C(OC2)=O)C 9-[2-[N-[2-(dimethylamino)ethyl]-N-methylamino]ethyl]-5-[4-hydroxy-3,5-dimethoxyphenyl]-5,5a,6,8,8a,9-hexahydrofuro(3',4':6,7)naphtho(2,3-d)-1,3-dioxol-6-one